CC1(COC1)NC(O[C@@H]1CO[C@@H](C1)C1=CC(=NN1)NC(=O)C1=CC(=NN1C)COC(F)(F)F)=O (3S,5S)-5-(3-(1-methyl-3-((trifluoromethoxy) methyl)-1H-pyrazole-5-carboxamido)-1H-pyrazol-5-yl)tetrahydrofuran-3-yl (3-methyloxetan-3-yl)carbamate